NC=1C=C(C=CC1N)SC1=CC=C(C=C1)N1CCN(CC1)C(C(C)C)=O 1-(4-(4-((3,4-diaminophenyl)thio)phenyl)piperazin-1-yl)-2-methylpropan-1-one